COC(\C(=C\OC)\C1=C(C=CC=C1)OC1=NC=NC(=C1)OC1=C(C=CC=C1)C#N)=O Methyl-(E)-2-{2-[6-(2-cyanophenoxy)pyrimidin-4-yloxyl]phenyl}-3-methoxyacrylat